[Mg+].S(=O)(=O)([O-])[O-].[NH4+] ammonium sulfate magnesium salt